CC1(COC1)CN1N=NC(=C1)C(=O)NCC=1SC(=NN1)C1=CC=CC=C1 1-((3-methyloxetan-3-yl)methyl)-N-((5-phenyl-1,3,4-thiadiazol-2-yl)methyl)-1H-1,2,3-triazole-4-carboxamide